FC(C=1C=C(OC2=C(C=C(C=C2)C2C=3C(NC(C2C(=O)O)=O)=NNC3)OC)C=C(C1)C(F)(F)F)(F)F 4-{4-[3,5-bis(trifluoromethyl)phenoxy]-3-methoxyphenyl}-6-oxo-2H,4H,5H,6H,7H-pyrazolo[3,4-b]pyridine-5-carboxylic acid